[C@H]12COCC[C@@]2(C1)C=1C=C(C2=C(NC(=N2)C2=CC(=CN2)C(=O)C=2C(=NC=CC2)C(F)(F)F)C1)F (5-(6-((1S,6R)-3-oxabicyclo[4.1.0]heptan-6-yl)-4-fluoro-1H-benzo[d]imidazol-2-yl)-1H-pyrrol-3-yl)(2-(trifluoromethyl)pyridin-3-yl)methanone